(S)-1-(5-((8-chloroimidazo[1,2-a]pyridin-7-yl)thio)imidazo[1,5-a]pyrazin-8-yl)-4'H,6'H-spiro[piperidine-4,5'-pyrrolo[1,2-b]pyrazole]-4'-amine (trifluoroacetate) FC(C(=O)O)(F)F.ClC=1C=2N(C=CC1SC1=CN=C(C=3N1C=NC3)N3CCC1([C@@H](C=4N(N=CC4)C1)N)CC3)C=CN2